C(C)[Si](OC)(OC)CC diethyl-(dimethoxy)silane